ClC=1C=C2C=C(NC2=CC1OCC=1N=CSC1)CNC(C(C)(F)F)=O N-((5-chloro-6-(thiazol-4-ylmethoxy)-1H-indol-2-yl)methyl)-2,2-difluoropropanamide